CSC=1C=C(C=CC1C1(CC(=C(C2=CC=CC=C12)NC(C(F)(F)F)=O)\N=N\[H])S(=O)(=O)O)C1=CC(=C(C=C1)C1(CC(=C(C2=CC=CC=C12)NC(C(F)(F)F)=O)\N=N\[H])S(=O)(=O)O)SC 1,1'-(3,3'-dimethylthio[1,1'-biphenyl]-4,4'-diyl)bis{4-trifluoroacetylamino-3-[(E)-diazenyl]naphthalene-1-sulfonic acid}